O[C@@]1([C@H](OP(=O)(O)O)[C@H](O)[C@@H](CO)O1)N1C=NC=2C(=O)NC(N)=NC12 hydroxy-2'-phosphoguanosine